C1C(CC12CNCC2)NC=2C=CC=1N(N2)C(=CN1)C1=CC(=CC=C1)C(F)(F)F N-(6-azaspiro[3.4]octan-2-yl)-3-(3-(Trifluoromethyl)phenyl)imidazo[1,2-b]pyridazin-6-amine